N1(N=CN=C1)C1=C(C=CC=C1)S(=O)(=O)C(C1CCN(CC1)C(=O)NC1=CN=NC=C1)(F)F 4-(((2-(1H-1,2,4-triazol-1-yl)phenyl)sulfonyl)difluoro-methyl)-N-(pyridazin-4-yl)piperidine-1-carboxamide